2-mercapto-1,3,4-thiadiazole SC=1SC=NN1